C.CNP(OC1=C(C=C(C=C1)C(C)(C)C)Cl)(OCO[C@@H](CN(C)C)COC1=C(C=CC=C1)CCC1=CC(=CC=C1)OC)=O 4-(tert-butyl)-2-chlorophenyl ((((S)-1-(dimethylamino)-3-(2-(3-methoxy phenethyl) phenoxy)propan-2-yl)oxy)methyl) methylphosphoramidate compound with methane